CC1=C(C=CC(=C1)NC=1N=CC2=C(N1)CN(CC2)C2=C(C1=C(OCCN1)N=C2)C)CC#N 2-{2-methyl-4-[(7-{8-methyl-1H,2H,3H-pyrido[2,3-b][1,4]oxazin-7-yl}-5H,6H,7H,8H-pyrido[3,4-d]pyrimidin-2-yl)amino]phenyl}acetonitrile